1-(3-((2-((4-methyl-6-morpholinopyridin-3-yl)amino)-5-(trifluoromethyl)pyrimidin-4-yl)amino)propyl)piperidin-2-one CC1=C(C=NC(=C1)N1CCOCC1)NC1=NC=C(C(=N1)NCCCN1C(CCCC1)=O)C(F)(F)F